C(=O)(O)[C@H](CC(=O)C1=CC2=C(S1)C=C(C(=C2)NCCCCC=2C=C1CN(CC1=CC2OC)C(C[C@@H](C(=O)O)C)=O)OC)C (S)-4-(5-(4-((2-((S)-3-carboxybutanoyl)-6-methoxybenzo[b]thiophen-5-yl)amino)butyl)-6-methoxyisoindolin-2-yl)-2-methyl-4-oxobutanoic acid